N-[(3-nitro-4-{[(3S)-2-oxopiperidin-3-yl]amino}phenyl)sulfonyl]-2-(1H-pyrrolo[2,3-b]pyridin-5-yloxy)benzamide [N+](=O)([O-])C=1C=C(C=CC1N[C@@H]1C(NCCC1)=O)S(=O)(=O)NC(C1=C(C=CC=C1)OC=1C=C2C(=NC1)NC=C2)=O